(R/S)-ethyl 2-(7-(4-cyclopentyl-3-(trifluoromethyl)-benzyloxy)-1,2,3,4-tetrahydrocyclopenta[b]indol-3-yl)acetate C1(CCCC1)C1=C(C=C(COC2=CC=3C4=C(NC3C=C2)[C@H](CC4)CC(=O)OCC)C=C1)C(F)(F)F |r|